COC1=C(C(=O)N)C=C(C=N1)NC(C(=O)N1C(CCCC1)C=1C=CC2=C(N=C(S2)C2CCN(CC2)C)C1)=O methoxy-5-(2-(2-(2-(1-methylpiperidin-4-yl)benzo[d]thiazol-5-yl)piperidin-1-yl)-2-oxoacetamido)nicotinamide